OC1=C(C(=O)C2=CC=CC=C2)C=CC(=C1)OCC(C)C 2-hydroxy-4-(2-methylpropoxy)benzophenone